6-(2,4-dimethoxypyrimidin-5-yl)pyrazolo[1,5-b]pyridazin-4-yl-trifluoromethanesulfonic acid COC1=NC=C(C(=N1)OC)C=1C=C(C=2N(N1)N=CC2)OS(=O)(=O)C(F)(F)F